C(C)(=O)OC(C=C)CCCCC 1-octene-3-yl acetate